C(C1=CC=CC=C1)OC=1C=C(C=CC1)C[C@@H](C(=O)OC)[C@@H]1CN(CC1)C(=O)OC(C)(C)C |&1:15| tert-butyl (3R)-3-[rac-1-[(3-benzyloxyphenyl)methyl]-2-methoxy-2-oxo-ethyl]pyrrolidine-1-carboxylate